tert-Butyl 3-(((1S)-1-(5-((1,1-dimethyl-2,3-dihydro-1H-inden-2-yl)amino)pyridin-2-yl)-2,2,2-trifluoroethyl)(methyl)carbamoyl)piperidine-1-carboxylate CC1(C(CC2=CC=CC=C12)NC=1C=CC(=NC1)[C@@H](C(F)(F)F)N(C(=O)C1CN(CCC1)C(=O)OC(C)(C)C)C)C